BrC=1C=C(C=CC1)C(C1=NN=CN1C)(C1COC1)F 3-((3-bromophenyl)fluoro(oxetan-3-yl)methyl)-4-methyl-4H-1,2,4-triazole